(rac)-(6-(4-(1,1-Difluoroethyl)phenyl)-2-azaspiro[3.4]octan-2-yl)((1s,3s)-3-hydroxy-3-methylcyclobutyl)methanon FC(C)(F)C1=CC=C(C=C1)[C@H]1CC2(CN(C2)C(=O)C2CC(C2)(C)O)CC1 |r|